(2R)-N-((S or R)-(5-chloro-6-(trifluoromethyl)pyridin-2-yl)(trans-3-(trifluoromethyl)cyclobutyl)methyl)-2-methyl-3-oxopiperazine-1-carboxamide ClC=1C=CC(=NC1C(F)(F)F)[C@@H](NC(=O)N1[C@@H](C(NCC1)=O)C)[C@@H]1C[C@H](C1)C(F)(F)F |o1:11|